C\C(=C/C(=O)OCC)\[C@@H](C#CCO[Si](C1=CC=CC=C1)(C1=CC=CC=C1)C(C)(C)C)O ethyl (S,E)-3-methyl-4-hydroxy-7-tert-butyldiphenylsiloxy-2-hepten-5-ynoate